methyl 2-(2-chloro-4-(1-(quinolin-5-yl)-5-(trifluoromethyl)-1H-pyrazole-4-carboxamido)phenyl)-2H-1,2,3-triazole-4-carboxylate ClC1=C(C=CC(=C1)NC(=O)C=1C=NN(C1C(F)(F)F)C1=C2C=CC=NC2=CC=C1)N1N=CC(=N1)C(=O)OC